OC(/C=C/[C@H]1OC[C@@H]2OC3=C(CC[C@@H]21)C=CC(=C3C)C(=O)O)C(CCC(C)C)C(F)(F)F (1R,3aR,10aR)-1-[(1E,3ξ,4ξ)-3-hydroxy-7-methyl-4-(trifluoromethyl)-1-octen-1-yl]-5-methyl-1,3,3a,9,10,10a-hexahydrofuro[3,4-b][1]benzoxepin-6-carboxylic acid